C(C)(C)(C)OO tertbutylhydroperoxide